[Si](C)(C)(C(C)(C)C)OCCC/C=C/C=1C(=NOC1C)C(=O)OC(C)(C)C tert-butyl 4-[(E)-5-[tert-butyl(dimethyl)silyl]oxypent-1-enyl]-5-methyl-isoxazole-3-carboxylate